(2R,4R)-N-(4-tert-butylphenyl)-N-[2-[(4,4-difluorocyclohexyl)amino]-1-methyl-2-oxo-1-pyrazin-2-yl-ethyl]-4-methoxy-pyrrolidine-2-carboxamide C(C)(C)(C)C1=CC=C(C=C1)N(C(=O)[C@@H]1NC[C@@H](C1)OC)C(C(=O)NC1CCC(CC1)(F)F)(C1=NC=CN=C1)C